C1(CC1)C1=C(C=CC(=C1)C=1C(=NNC1C)C1=CC=NC=C1)N1CCC2(CCOCC2)CC1 9-[2-cyclopropyl-4-[5-methyl-3-(4-pyridyl)-1H-pyrazol-4-yl]phenyl]-3-oxa-9-azaspiro[5.5]undecane